(4-fluoro-5-(2-morpholinoethyl)-2-(piperidin-1-yl)phenyl)-6-(1H-pyrazol-4-yl)picolinamide FC1=CC(=C(C=C1CCN1CCOCC1)C=1C(=NC(=CC1)C=1C=NNC1)C(=O)N)N1CCCCC1